OCCCC(=O)O 4-Hydroxy-n-butyric acid